C1(=CC=C(C=C1)C1=C2C(=NNC2=CC=C1)NC=1C=C(C(=O)O)C=CC1)C=1CCCCC1 3-((4-(2',3',4',5'-tetrahydro-[1,1'-biphenyl]-4-yl)-1H-indazol-3-yl)amino)benzoic acid